butyl-Carbamic acid tert-butyl ester C(C)(C)(C)OC(NCCCC)=O